6-chloro-4-(6,6-difluoro-1,4-diazepan-1-yl)-7-(3,5-dimethyl-1H-indazol-4-yl)-8-fluoro-2-(((S)-1-methyl-pyrrolidin-2-yl)methoxy)-quinazoline ClC=1C=C2C(=NC(=NC2=C(C1C1=C2C(=NNC2=CC=C1C)C)F)OC[C@H]1N(CCC1)C)N1CCNCC(C1)(F)F